4-(6-(2,9-diazaspiro[5.5]undecan-9-yl)pyridin-3-yl)-6-ethoxy-1H-pyrazolo[3',4':3,4]pyrazolo[1,5-a]pyridine C1NCCCC12CCN(CC2)C2=CC=C(C=N2)C=2C=1N(C=C(C2)OCC)N=C2C1C=NN2